3,5-Dihydroxy-1-isopropylbenzene OC=1C=C(C=C(C1)O)C(C)C